Ethyl 5-trifluoromethyl-2H-pyrazole-3-carboxylate FC(C=1C=C(NN1)C(=O)OCC)(F)F